diphosphorus pentasulfide P12(=S)SP3(=S)SP(=S)(S1)SP(=S)(S2)S3